N,N-diethyl-5-methyl-2-[(1-methyl-1-phenyl-ethyl)sulfamoyl]benzamide C(C)N(C(C1=C(C=CC(=C1)C)S(NC(C)(C1=CC=CC=C1)C)(=O)=O)=O)CC